ClC1=CC=C(CNC(=O)NC2=CC=C(C=C2)CNC2CS(CC2)(=O)=O)C=C1 1-(4-chlorobenzyl)-3-(4-(((1,1-dioxidotetrahydrothiophen-3-yl)amino)methyl)phenyl)urea